CN1N=CC(=C1)C1=CC=C(N=N1)C(=O)N1C2CN(CC1CC2)C2=NC(=CC(=N2)C)NC2=NNC(=C2)C (6-(1-methyl-1H-pyrazol-4-yl)pyridazin-3-yl)(3-(4-methyl-6-((5-methyl-1H-pyrazol-3-yl)amino)pyrimidin-2-yl)-3,8-diazabicyclo[3.2.1]octane-8-yl)methanone